C(#N)C1(CCN(CC1)C(=O)OCCCC)N(C(C(F)(F)F)=O)C butyl 4-cyano-4-(2,2,2-trifluoro-N-methylacetamido)piperidine-1-carboxylate